5-[2-[5-[(3-Ethyl-4,4-difluoro-6,7-dihydro-5H-pyrazolo[1,5-a]pyridin-2-yl)carbamoyl]-2-methyl-phenyl]ethynyl]-N,1-dimethyl-imidazole-2-carboxamide C(C)C=1C(=NN2C1C(CCC2)(F)F)NC(=O)C=2C=CC(=C(C2)C#CC2=CN=C(N2C)C(=O)NC)C